FC(CNC(C(CC1=CC=C(C=C1)C#CC=1C=NC(=CC1)C(F)(F)F)C=1N=CNC(C1O)=O)=O)F N-(2,2-difluoroethyl)-2-(5-hydroxy-6-oxo-1,6-dihydropyrimidin-4-yl)-3-(4-((6-(trifluoromethyl)pyridin-3-yl)ethynyl)phenyl)propanamide